hydroxycarnitine C[N+](C)(C)CC(CC(=O)[O-])(O)O